N-[5-(5-aminopyrazol-1-yl)-1,3,4-thiadiazol-2-yl]-4-{bicyclo[1.1.1]pentan-1-ylamino}-5-(2-methoxyethoxy)-6-oxopyran-2-carboxamide NC1=CC=NN1C1=NN=C(S1)NC(=O)C=1OC(C(=C(C1)NC12CC(C1)C2)OCCOC)=O